N1=CN=CC2=C1CC1CCC2N1C(=O)OC1=CC(=C(C=C1)Cl)Cl 3,4-dichlorophenyl (±)-6,7,8,9-tetrahydro-5H-5,8-epiminocyclohepta-[d]pyrimidine-10-carboxylate